CC(C(O)(N1CCCCC1)C)(C)C tetramethyl-1-piperidinyl-ethanol